C(C)OC=CC=1C=C2C=CN=CC2=CC1 6-(2-ethoxyvinyl)isoquinoline